ClC=1C=C(C=C(C1)Cl)N1C(C(C1)C)=O 1-(3,5-dichlorophenyl)-3-methyl-2-oxo-azetidine